3,4-dicarbazolyl-benzonitrile C1(=CC=CC=2C3=CC=CC=C3NC12)C=1C=C(C#N)C=CC1C1=CC=CC=2C3=CC=CC=C3NC12